CN(C1=CC=C(C=C1)C=CC=1OC(=CC(C1)=C(C#N)C#N)C)C 2-(2-{2-[4-(dimethylamino)phenyl]Vinyl}-6-methyl-4H-pyran-4-ylidene)malononitrile